ClC=1C(=C(N)C=CC1)SC 3-chloro-2-(methylsulfanyl)aniline